FC1=NC(=CC=C1B(O)O)F (2,6-difluoropyridin-3-yl)boronic acid